trans-4-(2-chloro-5-(2-fluoro-4-((4-methylpiperazin-1-yl)methyl)phenyl)-7H-pyrrolo[2,3-d]pyrimidin-7-yl)cyclohexan-1-ol ClC=1N=CC2=C(N1)N(C=C2C2=C(C=C(C=C2)CN2CCN(CC2)C)F)[C@@H]2CC[C@H](CC2)O